C1(=CC(=CC(=C1)COC=1C=C(C=CC1)CC(C(=O)O)C1CNCC1)COC=1C=C(C=CC1)CC(C(=O)O)C1CNCC1)COC=1C=C(C=CC1)CC(C(=O)O)C1CNCC1 3,3',3''-(((benzene-1,3,5-triyltris(methylene))tris(oxy))tris(benzene-3,1-diyl))tris(2-(pyrrolidin-3-yl)propanoic acid)